3-({2-[4,6-bis(trifluoromethyl)-1,3,5-triazin-2-yl]-6-chloro-2,3,4,9-tetrahydro-1H-pyrido[3,4-b]indol-1-yl}methyl)-1-methylpyrrolidin-2-one FC(C1=NC(=NC(=N1)C(F)(F)F)N1C(C=2NC3=CC=C(C=C3C2CC1)Cl)CC1C(N(CC1)C)=O)(F)F